COC([C@@H](C\C=C\C1=CC(=CC=C1)OCCCC)O)=O (2R,4E)-5-(3-butoxyphenyl)-2-hydroxypent-4-enoic acid methyl ester